di-tert-butyl (2S)-2-({[(2S)-6-{[(2R)-2-amino-3-(1-methoxynaphthalen-2-yl)propanoyl]amino}-1-tert-butoxy-1-oxohexan-2-yl]carbamoyl}amino)pentanedioate N[C@@H](C(=O)NCCCC[C@@H](C(=O)OC(C)(C)C)NC(=O)N[C@H](C(=O)OC(C)(C)C)CCC(=O)OC(C)(C)C)CC1=C(C2=CC=CC=C2C=C1)OC